ClC1=CNC=2N=C(N=C(C21)NC2CCOCC2)NC2=C(C=C(C=C2)S(=O)(=O)C)OC 5-chloro-N2-(2-methoxy-4-(methylsulfonyl)phenyl)-N4-(tetrahydro-2H-pyran-4-yl)-7H-pyrrolo[2,3-d]pyrimidine-2,4-diamine